C1(CC1)CN1[C@H]2CN(C[C@@H]1CC2)C=2C=CC(=C(C(=O)N[C@H](C)C1=CC(=CC(=C1)C=1C=NN(C1)C)F)C2)C 5-[(1R,5s)-8-(cyclopropylmethyl)-3,8-diazabicyclo[3.2.1]oct-3-yl]-N-[(1R)-1-[3-fluoro-5-(1-methylpyrazol-4-yl)phenyl]ethyl]-2-methyl-benzamide